2-[4-[4-[(2,6-dioxo-3-piperidyl)amino]phenyl]-1-piperidyl]acetaldehyde O=C1NC(CCC1NC1=CC=C(C=C1)C1CCN(CC1)CC=O)=O